Methyl 5-(benzofuran-2-yl)-2-(((1RS,2S)-2-((tert-butoxycarbonyl)amino)-1-cyano-3-(1H-indol-3-yl)propyl)amino)benzoate O1C(=CC2=C1C=CC=C2)C=2C=CC(=C(C(=O)OC)C2)N[C@H]([C@H](CC2=CNC1=CC=CC=C21)NC(=O)OC(C)(C)C)C#N |&1:20|